6-mercapto-1-hexanamine SCCCCCCN